3-(sec-butyl)-4-(1H-1,2,4-triazole-5-carbonyl)-1,3,4,5-tetrahydro-2H-benzo[1,4]diazepin-2-one C(C)(CC)C1C(NC2=C(CN1C(=O)C1=NC=NN1)C=CC=C2)=O